NC1C2=CC=CC=C2CC12CCN(CC2)C=2N=CC(=NC2CO)C=CC(=O)N 3-(5-(1-amino-1,3-dihydrospiro[inden-2,4'-piperidin]-1'-yl)-6-(hydroxymethyl)pyrazin-2-yl)acrylamide